C1(CC=CCC1)SCCNC(CCNC([C@@H](C(COP(OP(OC[C@@H]1[C@H]([C@H]([C@@H](O1)N1C=NC=2C(N)=NC=NC12)O)OP(=O)(O)O)(=O)O)(=O)O)(C)C)O)=O)=O 3-cyclohexenyl-CoA